3,4-difluoro-phenylethanone FC=1C=C(C=CC1F)C(C)=O